CC=1N=C(OC1)B(O)O (RS)-methyl-oxazoleboronic acid